benzyl (2S)-2-(tert-butoxycarbonylamino)-3-(4-formylphenyl)-propanoate C(C)(C)(C)OC(=O)N[C@H](C(=O)OCC1=CC=CC=C1)CC1=CC=C(C=C1)C=O